tert-Butyl 3-(4-(7-fluoroquinolin-4-yl)piperazine-1-carbonyl)piperidine-1-carboxylate FC1=CC=C2C(=CC=NC2=C1)N1CCN(CC1)C(=O)C1CN(CCC1)C(=O)OC(C)(C)C